C(C)(=O)C=1C=C(C=C2C(N(C(=NC12)[C@@H]1OCCCC1)C1CC1)=O)F 8-acetyl-3-cyclopropyl-6-fluoro-2-[(2R)-tetrahydropyran-2-yl]quinazolin-4-one